O=C1N(N=CC2=CC(=CC=C12)SCCC(=O)OCC(CCCC)CC)CC1=NN(C=C1)C1OCCCC1 2-ethylhexyl 3-((1-oxo-2-((1-(tetrahydro-2H-pyran-2-yl)-1H-pyrazol-3-yl)methyl)-1,2-dihydrophthalazin-6-yl)thio)propanoate